methoxypyrimidoindole COC=1NC2=C3C(=CC=C2C1)N=CN=C3